C1(=CC=CC=C1)[C@H](C)N1[C@@H]2CC[C@H](C1)[C@H]2N (1R,4R,7R)-2-[(1S)-1-phenylethyl]-2-azabicyclo[2.2.1]heptane-7-amine